rel-(S)-6-((3-methyl-5-(oxetan-3-yl)-1-oxoisoindolin-2-yl)methyl)benzo[d]oxazol-2(3H)-one C[C@@H]1N(C(C2=CC=C(C=C12)C1COC1)=O)CC1=CC2=C(NC(O2)=O)C=C1 |o1:1|